OC1=C(C=CC(=C1)C)C1=NN=C(C2=CC=CC=C12)N[C@H]1CN(CCC1)CC=C (R)-1-(3-((4-(2-hydroxy-4-methylphenyl)phthalazin-1-yl)amino)piperidin-1-yl)prop-2-ene